C(C1=CC=CC=C1)C1(N(CCNC1)C(=O)OCC1C2=CC=CC=C2C=2C=CC=CC12)C(=O)[O-] 1-((9H-fluoren-9-yl) methyl) 2-benzylpiperazine-1,2-dicarboxylate